C1(CC1)CNC1=NC(=NC=C1C(=O)N)NC1=CC2=C(OC[C@H](CN2)O)C=C1 4-((cyclopropylmethyl)amino)-2-(((S)-2,3,4,5-tetrahydro-3-hydroxybenzo[b][1,4]oxazepin-7-yl)amino)pyrimidine-5-carboxamide